6-[1-Methyl-5-(trifluoromethylthio)benzimidazol-2-yl]pyridin CN1C(=NC2=C1C=CC(=C2)SC(F)(F)F)C2=CC=CC=N2